gallium bis(2-methyl-8-quinolinol) CC1=NC2=C(C=CC=C2C=C1)O.CC1=NC2=C(C=CC=C2C=C1)O.[Ga]